N1N=CC=2C1=NC(=NC2)C(=O)N 1H-pyrazolo[3,4-d]pyrimidine-6-carboxamide